N-tert.-Butyl-4-[[2-(3,4-difluorophenyl)acetyl]amino]pyridin C(C)(C)(C)N1CC=C(C=C1)NC(CC1=CC(=C(C=C1)F)F)=O